1-(((2-chloro-5-ethoxy-3-fluoro-2'-methyl-3'-(4,4,5,5-tetramethyl-1,3,2-dioxaborolan-2-yl)-[1,1'-biphenyl]-4-yl)methyl)amino)cyclopropane-1-carboxylic acid methyl ester COC(=O)C1(CC1)NCC1=C(C(=C(C=C1OCC)C1=C(C(=CC=C1)B1OC(C(O1)(C)C)(C)C)C)Cl)F